C1(=CC=CC=C1)C1=C(O)C=CC(=C1)C(C)(C)C1=CC=C(C=C1)O phenyl-bisphenol A